NCCN(S(=O)(=O)C1=C(C=CC=C1)[N+](=O)[O-])CC1=NC(=CC=C1N1[C@@H](CN(CC1)C(C1=C(C=C(C=C1)OCC)C(F)(F)F)=O)CC)C1=C(C=CC=C1)OCC (R)-N-(2-aminoethyl)-N-((3-(4-(4-ethoxy-2-(trifluoromethyl)benzoyl)-2-ethylpiperazin-1-yl)-6-(2-ethoxyphenyl)pyridin-2-yl)methyl)-2-nitrobenzenesulfonamide